FC(C1=NN=C(S1)C1=NC=C2N1C=C(C=C2N2CCN(CC2)C(C(C)C)=O)S(=O)(=O)NC2(COC2)CF)F 3-(5-(difluoromethyl)-1,3,4-thiadiazol-2-yl)-N-(3-(fluoromethyl)oxetan-3-yl)-8-(4-isobutyrylpiperazin-1-yl)imidazo[1,5-a]pyridine-6-sulfonamide